7-(1-cyclopropyl-1H-pyrazol-4-yl)-1,2-dimethyl-1H-indole-3-carboxylic acid C1(CC1)N1N=CC(=C1)C=1C=CC=C2C(=C(N(C12)C)C)C(=O)O